(E)-2-(2-methylphenyl)-2-methoxyiminoacetic acid CC1=C(C=CC=C1)\C(\C(=O)O)=N/OC